4-chloro-2-(4-ethoxyphenyl)-1-(benzenesulfonyl)1H-pyrrolo[2,3-b]Pyridine ClC1=C2C(=NC=C1)N(C(=C2)C2=CC=C(C=C2)OCC)S(=O)(=O)C2=CC=CC=C2